N-(3-methoxybenzyl)-N-(3-(4-methylpiperazin-1-yl)benzyl)-4-(piperidin-1-ylmethyl)thiazol-2-amine COC=1C=C(CN(C=2SC=C(N2)CN2CCCCC2)CC2=CC(=CC=C2)N2CCN(CC2)C)C=CC1